C(CCCCCCCCCCCC)C1C(N=NO1)=O 5-tridecyl-1,2,3-oxadiazol-4(5H)-one